3-[3-[6-[[4-[(3R,5R)-5-[(5-bromo-1-methyl-6-oxo-pyridazin-4-yl)amino]-1-methyl-3-piperidyl]phenyl]methyl]-3,6-diazabicyclo[3.1.1]heptan-3-yl]phenyl]piperidine-2,6-dione BrC1=C(C=NN(C1=O)C)N[C@@H]1C[C@@H](CN(C1)C)C1=CC=C(C=C1)CN1C2CN(CC1C2)C=2C=C(C=CC2)C2C(NC(CC2)=O)=O